[Si](C)(C)(C(C)(C)C)OC1CC(N=C1OC)C1=CC=CC=C1 4-((tert-butyldimethylsilyl)oxy)-5-methoxy-2-phenyl-3,4-dihydro-2H-pyrrole